ClC=1C=C(CN2C(=NC3=C2C=C(C(=C3)F)F)N3C[C@H]([C@@H](CC3)F)N)C=CC1 (3R,4R)-1-(1-(3-Chlorobenzyl)-5,6-difluoro-1H-benzimidazol-2-yl)-4-fluoro-3-piperidinamin